OC=1C(NC2=CC=CN=C2C1)=O 3-hydroxy-1H-1,5-naphthyridine-2-one